1-[(1S)-1-(tetrahydro-2H-pyran-4-yl)ethyl]-1H-imidazole-4-carboxylic acid ethyl ester C(C)OC(=O)C=1N=CN(C1)[C@@H](C)C1CCOCC1